3-tert-butoxy-N,N-diethylpropionamide C(C)(C)(C)OCCC(=O)N(CC)CC